nickel-titanium hydrogen fluoride F.[Ti].[Ni]